C[C@@H](C(=O)[O-])CC(=O)[O-] (R)-2-methylsuccinate